5-[(1R)-1-(4-{[4-(trifluoromethyl)-1,3-thiazol-2-yl]amino}phenyl)ethyl]-1H-1,2,4-triazol-1-ol FC(C=1N=C(SC1)NC1=CC=C(C=C1)[C@@H](C)C1=NC=NN1O)(F)F